OCC(C(=N)N)(C)C 3-hydroxy-2,2-dimethylpropionamidine